N,N-dimethyl-phenethylamine CN(C)CCC1=CC=CC=C1